5-((1S,5R)-1-(5-(2-(dimethylamino)ethyl)-1,3,4-oxadiazol-2-yl)-5-(trifluoromethyl)-3-azabicyclo[3.1.0]hexan-3-yl)quinoline-8-carbonitrile CN(CCC1=NN=C(O1)[C@@]12CN(C[C@]2(C1)C(F)(F)F)C1=C2C=CC=NC2=C(C=C1)C#N)C